3-dimethylaminopropane CN(CCC)C